C(C=C)(=O)N1[C@@H](CCC1)CN1C(N(C=2C(=NC=CC21)N)C2=CC=C(C=C2)OC2=CC=CC=C2)=O (S)-1-((1-propenoylpyrrolidin-2-yl)methyl)-4-amino-3-(4-phenoxyphenyl)-1H-imidazo[4,5-c]pyridin-2(3H)-one